C(#N)C1=CC=C(OC[C@@H]2CN([C@H](O2)CO)C2=CC(=C(C#N)C=C2)C(F)(F)F)C=C1 4-((2R,5S)-5-((4-Cyanophenoxy)methyl)-2-(hydroxymethyl)oxazolidin-3-yl)-2-(trifluoromethyl)benzonitril